8-(spiro[2.5]oct-5-en-6-yl)quinoline-3-carboxylic acid C1CC12CC=C(CC2)C=2C=CC=C1C=C(C=NC21)C(=O)O